4-(3-(4-Amino-5-fluoro-2-hydroxy-3-nitrophenyl)-3-oxoprop-1-en-1-yl)benzonitrile NC1=C(C(=C(C=C1F)C(C=CC1=CC=C(C#N)C=C1)=O)O)[N+](=O)[O-]